N1=C(C=CC=C1)N1CCC(CC1)C(=O)O pyridin-2-yl-piperidine-4-carboxylic acid